C1C=CN(C=C1C(=O)N)[C@H]2[C@@H]([C@@H]([C@H](O2)COP(=O)(O)OP(=O)(O)OC[C@@H]3[C@H]([C@H]([C@@H](O3)N4C=NC5=C(N=CN=C54)N)OP(=O)(O)O)O)O)O The molecule is the reduced form of NADP+; used in anabolic reactions, such as lipid and nucleic acid synthesis, which require NADPH as a reducing agent. It has a role as a fundamental metabolite and a cofactor. It is a NAD(P)H and a NADP. It is a conjugate acid of a NADPH(4-).